SC=1NC(C2=C(N1)CCC2)=O 2-mercapto-3,5,6,7-tetrahydro-4H-cyclopenta[d]pyrimidin-4-one